Diphenylurea O=C(NC1C=CC=CC=1)NC1C=CC=CC=1